N-cyclopropyl-5-(4-((7-ethyl-6-oxo-5,6-dihydro-1,5-naphthyridin-3-yl)methyl)piperazin-1-yl-2,2,3,3,5,5,6,6-d8)pyridineamide C1(CC1)NC(=O)C1=NC=C(C=C1)N1C(C(N(C(C1([2H])[2H])([2H])[2H])CC=1C=NC=2C=C(C(NC2C1)=O)CC)([2H])[2H])([2H])[2H]